OCCC(CCO)CCO 3-(2-hydroxyethyl)pentane-1,5-diol